(R)-2-(6-(3,5-dimethylisoxazol-4-yl)-4-((3-fluoropyridin-2-yl)(tetrahydro-2H-pyran-4-yl)methyl)-1-methyl-1,4-dihydropyrazolo[3',4':4,5]pyrrolo[3,2-b]pyridin-3-yl)propan-2-ol CC1=NOC(=C1C=1C=C2C(=NC1)C1=C(N2[C@H](C2CCOCC2)C2=NC=CC=C2F)C(=NN1C)C(C)(C)O)C